N1N=NC2=C(C=CC=C12)C=1C(NC=CC1)=O DIAZAINDOLYLPYRIDONE